2,4-bis(trifluoromethyl)-6-(3-((3-hydroxyazetidin-3-yl)methyl)-2-oxoimidazolidin-1-yl)phenyl (3-chloro-2,4-difluorophenyl)(methyl)carbamate ClC=1C(=C(C=CC1F)N(C(OC1=C(C=C(C=C1N1C(N(CC1)CC1(CNC1)O)=O)C(F)(F)F)C(F)(F)F)=O)C)F